1,2-diphenyl-ethanedione C1(=CC=CC=C1)C(C(=O)C1=CC=CC=C1)=O